ClC=1N=C(C2=C(N1)CCOC2)NC2=CSC=C2 2-Chloro-N-(thiophen-3-yl)-7,8-dihydro-5H-pyrano[4,3-d]pyrimidin-4-amine